C12(CC3CC(CC(C1)C3)C2)NCCN2CCN(CCC2)CCCC2=C3CN(C(C3=CC=C2)=O)C2C(NC(CC2)=O)=O 3-(4-(3-(4-(2-(adamantan-1-ylamino)ethyl)-1,4-diazepan-1-yl)propyl)-1-oxoisoindolin-2-yl)piperidine-2,6-dione